ClC1=CC=CC(=C1C1=CC=CC=C1)NC1=C(C(=O)O)C(=CC=C1)OC 2-((6-chloro-[1,1'-biphenyl]-2-yl)amino)-6-methoxybenzoic acid